Cl.S1C(=NC=C1)CC=1N=C(C2=C(N1)NC=C2)N [(1,3-thiazol-2-yl)methyl]-7H-pyrrolo[2,3-d]pyrimidin-4-amine hydrochloride